FC(COC1=C(C=C(C(=N1)F)N(CC1=CC=C(C=C1)OC)CC1=CC=C(C=C1)OC)OC)F 6-(2,2-difluoroethoxy)-2-fluoro-5-methoxy-N,N-bis[(4-methoxyphenyl)methyl]pyridine-3-amine